N,N,2,2,4-pentamethyl-8-(6-methyl-7-oxo-6,7-dihydro-1H-pyrrolo[2,3-c]pyridin-4-yl)-3-oxo-3,4-dihydro-2H-1,4-benzoxazine-6-sulfonamide CN(S(=O)(=O)C=1C=C(C2=C(N(C(C(O2)(C)C)=O)C)C1)C=1C2=C(C(N(C1)C)=O)NC=C2)C